OC[C@@H]1N(CC1)C1=NC(=CC(=N1)C=1C=NN(C1)C1CN(CC1)C(=O)OC(C)(C)C)C(F)(F)F tert-Butyl 3-[(1R)-4-[2-[(2R)-2-(hydroxymethyl)azetidin-1-yl]-6-(trifluoromethyl)pyrimidin-4-yl]pyrazol-1-yl]pyrrolidine-1-carboxylate